2-amino-4-(difluoromethyl)benzonitrile NC1=C(C#N)C=CC(=C1)C(F)F